6-(2,5-dichloropyrimidin-4-yl)quinoxaline-5,6-diamine ClC1=NC=C(C(=N1)C1(C(C=2N=CC=NC2C=C1)N)N)Cl